4-(1,4-diazepan-1-yl)-1-(5-methoxypyridin-2-yl)cyclohexane-carbonitrile N1(CCNCCC1)C1CCC(CC1)(C#N)C1=NC=C(C=C1)OC